2-(4,4-difluoropiperidin-1-yl)-5-(4,4,5,5-tetramethyl-1,3,2-dioxaborolan-2-yl)pyridine FC1(CCN(CC1)C1=NC=C(C=C1)B1OC(C(O1)(C)C)(C)C)F